C(#N)/C=C/CNC(OC(C)(C)C)=O tert-butyl N-[(E)-3-cyanoallyl]carbamate